methyl (1r,2'R,4R)-6'-acetyl-4-(3-chloroanilino)-2'-[(2R)-3-hydroxy-2-methylpropyl]-2',3'-dihydrospiro[cyclohexane-1,1'-indene]-4-carboxylate C(C)(=O)C1=CC=C2C[C@H](C3(C2=C1)CCC(CC3)(C(=O)OC)NC3=CC(=CC=C3)Cl)C[C@H](CO)C